2,4-dimethyloxazole-5-carboxylic acid ethyl ester C(C)OC(=O)C1=C(N=C(O1)C)C